2-bromo-N-(3-cyano-1H-indol-7-yl)-1H-imidazole-4-sulfonamide BrC=1NC=C(N1)S(=O)(=O)NC=1C=CC=C2C(=CNC12)C#N